(R)-1-benzyl-6-chloro-7-(naphthalen-1-ylmethyl)-5-oxo-8-(3-(trifluoromethyl)phenyl)-1,2,3,5-tetrahydroimidazo[1,2-a]pyridine-3-carboxylic acid C(C1=CC=CC=C1)N1C[C@@H](N2C1=C(C(=C(C2=O)Cl)CC2=CC=CC1=CC=CC=C21)C2=CC(=CC=C2)C(F)(F)F)C(=O)O